N-(2-Ethylhexyl)-1,3-bis(aminomethyl)benzol C(C)C(CNCC1=CC(=CC=C1)CN)CCCC